(S)-1'-(5-((4-(trifluoromethyl)pyrimidin-5-yl)thio)pyrazin-2-yl)-5,7-dihydrospiro[cyclopenta[c]pyridine-6,4'-piperidin]-7-amine FC(C1=NC=NC=C1SC=1N=CC(=NC1)N1CCC2(CC1)CC1=C(C=NC=C1)[C@H]2N)(F)F